N(=C=O)C1C(CCCC1)CC1=CC=C(C=C1)N=C=O 4-(2-isocyanato-cyclohexyl-methyl)-phenyl isocyanate